(S)-1'-(8-((2-amino-3-chloropyridin-4-yl)thio)-[1,2,4]triazolo[4,3-c]pyrimidin-5-yl)-1,3-dihydrospiro[indene-2,4'-piperidine]-1-amine NC1=NC=CC(=C1Cl)SC=1C=2N(C(=NC1)N1CCC3(CC1)[C@@H](C1=CC=CC=C1C3)N)C=NN2